C(C)(C)C=1C=2N(C=CC1)N=C(C2)[C@H]2N(CCC1=C2N=CN1)C=1OC(=NN1)C(F)(F)F (S)-2-(4-(4-isopropylpyrazolo[1,5-a]pyridin-2-yl)-1,4,6,7-tetrahydro-5H-imidazo[4,5-c]pyridin-5-yl)-5-(trifluoromethyl)-1,3,4-oxadiazole